CC1C(=O)NCCCC1 (methyl)ε-caprolactam